BrC=1C=C(CC=C2NC(C3=CC=CC=C23)=O)C=CC1 3-(3-bromobenzyl-methylene)isoindoline-1-one